i-Propyl-magnesium bromide C(C)(C)[Mg]Br